OCC(C(=O)N(CC1=CC(=C(C(=C1)F)F)F)C)(C)C 3-hydroxy-N,2,2-trimethyl-N-(3,4,5-trifluorobenzyl)propionamide